(Z)-1-(3-(2-isopropyl-5-methylphenyl)-4-oxothiazolidin-2-ylidene)-3-(3-methyl-4-(1-(4-(trifluoromethoxy)phenyl)-1H-1,2,4-triazol-3-yl)phenyl)urea C(C)(C)C1=C(C=C(C=C1)C)N1/C(/SCC1=O)=N/C(=O)NC1=CC(=C(C=C1)C1=NN(C=N1)C1=CC=C(C=C1)OC(F)(F)F)C